C1(CC1)CN1N=NC(=C1)CO [1-(cyclopropylmethyl)-1H-1,2,3-triazol-4-yl]methanol